4-(5-((2,4-dimethylpyridin-3-yl)oxy)-1-neopentyl-1H-indazol-6-yl)-N-ethyl-6-methyl-7-oxo-6,7-dihydro-1H-pyrrolo[2,3-c]pyridine-2-carboxamide CC1=NC=CC(=C1OC=1C=C2C=NN(C2=CC1C=1C2=C(C(N(C1)C)=O)NC(=C2)C(=O)NCC)CC(C)(C)C)C